SC(CC)P(OC(C)C)(OC(C)C)=O dipropan-2-yl (1-sulfanylpropyl)phosphonate